4-CHLOROCARBONYL-3-FLUOROPHENYLBORONIC ACID ClC(=O)C1=C(C=C(C=C1)B(O)O)F